C1(=CC=CC=C1)C=1C(NC(C1C1=CC=CC=C1)=O)=O 3,4-diphenylpyrrole-2,5-dione